COC1=C(C=CC=C1)C=CCC=CC1=C(C=CC=C1)OC 1,5-bis(2-methoxyphenyl)penta-1,4-diene